OC=1C(C(=CN2C1C(N1C3=C(CC[C@@H]2C1)C=CC=C3)=O)C(=O)NCC3=C(C=C(C=C3F)F)F)=O |r| (12R)- and (12S)-7-Hydroxy-6,8-dioxo-N-(2,4,6-trifluorobenzyl)-6,8,13,14-tetrahydro-12H-5,12-methanobenzo[e]pyrido[1,2-a][1,4]diazonine-9-carboxamide